C(C)(C)(C)[S@@](=O)N[C@@H]1C2=CC(=CC=C2CC12CCN(CC2)C(=O)OC(C)(C)C)COCC2=CC=C(C=C2)OC tert-butyl (S)-1-(((R)-tert-butylsulfinyl)amino)-6-(((4-methoxybenzyl)oxy)methyl)-1,3-dihydrospiro[indene-2,4'-piperidine]-1'-carboxylate